COC(=O)C=1N=C(NC1C1=CC(=C(C=C1)C)C)C1=CC=CC=C1 2-phenyl-5-(3,4-dimethylphenyl)-1H-imidazole-4-carboxylic acid methyl ester